(2s,4s)-2-(2-(3-(tert-butyl)phenyl)-7-azaspiro[3.5]nonane-7-carbonyl)-7-oxa-5-azaspiro[3.4]octan-6-one C(C)(C)(C)C=1C=C(C=CC1)C1CC2(C1)CCN(CC2)C(=O)C2CC1(C2)NC(OC1)=O